[Si](C1=CC=CC=C1)(C1=CC=CC=C1)(C(C)(C)C)OC1C2=C(C(=C=C=C2C1(F)F)OC=1C=C(C(=O)N)C=C(C1)F)S(=O)(=O)C(F)(F)F 3-{7-[tert-butyldiphenylsilyloxy]-8,8-difluoro-5-(trifluoromethanesulfonyl)bicyclo[4.2.0]oct-1,3,5-triene-2-enyloxy}-5-fluorobenzamide